(2-FLUORO-5-[(HEPTYLOXY)METHYL]PHENYL)BORANEDIOL FC1=C(C=C(C=C1)COCCCCCCC)B(O)O